C1(CC1)CN[C@H]1CN(CCC1)C1=CC(N(C=C1)C(C)N1N=NC(=C1)C=1C=NC=C(C1)N(C)CC)=O 4-((R)-3-((cyclopropylmethyl)amino)piperidin-1-yl)-1-(1-(4-(5-(ethyl(methyl)amino)pyridin-3-yl)-1H-1,2,3-triazol-1-yl)ethyl)pyridin-2(1H)-one